(S)-6-((3-(5-(1-amino-1,3-dihydrospiro[indene-2,4'-piperidin]-1'-yl)-6-(hydroxymethyl)pyrazin-2-yl)prop-2-yn-1-yl)oxy)isoindol-1-one N[C@@H]1C2=CC=CC=C2CC12CCN(CC2)C=2N=CC(=NC2CO)C#CCOC2=CC=C1C=NC(C1=C2)=O